4-{5-amino-6-[1-(2,6-dichloro-3-fluoro-phenyl)-ethoxy]-pyrazin-2-yl}-N-(1-methyl-piperidin-4-yl)-benzamide NC=1N=CC(=NC1OC(C)C1=C(C(=CC=C1Cl)F)Cl)C1=CC=C(C(=O)NC2CCN(CC2)C)C=C1